3-methyl-1-(phenylthio)butan CC(CCSC1=CC=CC=C1)C